1-(2-chlorophenyl)-7-cyclopropyl-4-((2,2-difluoroethyl)amino)quinazolin-2(1H)-one ClC1=C(C=CC=C1)N1C(N=C(C2=CC=C(C=C12)C1CC1)NCC(F)F)=O